4-(4-(4-(4-(cyanomethylcarbamoyl)phenyl)pyrimidin-1-ium-2-ylamino)phenyl)morpholin-4-ium hydrogensulfate S(=O)(=O)(O)[O-].C(#N)CNC(=O)C1=CC=C(C=C1)C1=NC(=[NH+]C=C1)NC1=CC=C(C=C1)[NH+]1CCOCC1.S(=O)(=O)(O)[O-]